N-(cis-2-((2-(3,5-difluorophenyl)-1,3-thiazol-4-yl)methyl)-1-((1-methylcyclobutyl)carbonyl)pyrrolidin-3-yl)ethanesulfonamide FC=1C=C(C=C(C1)F)C=1SC=C(N1)C[C@@H]1N(CC[C@@H]1NS(=O)(=O)CC)C(=O)C1(CCC1)C